C(=O)C=1C=C(C2=C(N=C(O2)N2CC3N(C(C2)C3)C(=O)OC(C)(C)C)C1C(F)(F)F)C=1SC=CN1 tert-Butyl 3-(5-formyl-7-(thiazol-2-yl)-4-(trifluoromethyl)benzo[d]oxazol-2-yl)-3,6-diazabicyclo[3.1.1]heptane-6-carboxylate